N-(((2S,3R)-6,6-difluoro-2-methylmorpholin-3-yl)methyl)-3-methyl-5-(trifluoromethyl)pyrazin-2-amine hydrochloride Cl.FC1(O[C@H]([C@H](NC1)CNC1=NC=C(N=C1C)C(F)(F)F)C)F